tert-Butyl (2R,5S)-4-(1-(4-(1-cyclopropoxy-2-hydroxy-1-phenylethyl)-6-iodoquinazolin-2-yl)piperidin-4-yl)-2,5-dimethylpiperazine-1-carboxylate C1(CC1)OC(CO)(C1=CC=CC=C1)C1=NC(=NC2=CC=C(C=C12)I)N1CCC(CC1)N1C[C@H](N(C[C@@H]1C)C(=O)OC(C)(C)C)C